2-[6,7-dichloro-3-(1-tetrahydropyran-2-ylpyrazol-4-yl)-1H-indol-2-yl]-5-(trifluoromethyl)-1,3,4-oxadiazole ClC1=CC=C2C(=C(NC2=C1Cl)C=1OC(=NN1)C(F)(F)F)C=1C=NN(C1)C1OCCCC1